O1C(=NC=C1)CCC(=O)[O-] 2-oxazolepropionate